CC=1C=C(C(=O)O)C=CC1C=1C=NC(=CC1)NC([C@@H]1NCCC1)=O 3-methyl-4-[6-(D-prolylamino)pyridin-3-yl]benzoic acid